C(C(=O)OC1=C(C=C(C=C1F)F)F)(=O)OC1=C(C=C(C=C1F)F)F bis(2,4,6-trifluorophenyl) oxalate